C(C)(C)(C)OC(=O)N1C(CC1)CN 2-(aminomethyl)azetidine-1-carboxylic acid tert-butyl ester